C(C1=CC=CC=C1)N1C2=NC=NC(=C2N=C1C1=C(C=C(OCCCN2C(CNCC2)=O)C=C1)Cl)OC1(CC1)C 1-(3-(4-(9-benzyl-6-(1-methyl-cyclopropoxy)-9H-purin-8-yl)-3-chlorophenoxy)propyl)piperazin-2-one